C(C)(C)(C)C=1C=C(C=C(C1O)C(C)(C)C)CCC(=O)OCCN1C(=O)N(C(=O)N(C1=O)CCOC(CCC1=CC(=C(C(=C1)C(C)(C)C)O)C(C)(C)C)=O)CCOC(CCC1=CC(=C(C(=C1)C(C)(C)C)O)C(C)(C)C)=O 1,3,5-tris(3,5-di-t-butyl-4-hydroxyphenylpropionyloxyethyl)isocyanuric acid